tert-butyl 4-(3-(4-(4-((9-((1s,3s)-3-(2-phenylacetamido)cyclobutyl)-9H-purin-6-yl)amino)phenyl)piperazin-1-yl)propyl)piperidine-1-carboxylate C1(=CC=CC=C1)CC(=O)NC1CC(C1)N1C2=NC=NC(=C2N=C1)NC1=CC=C(C=C1)N1CCN(CC1)CCCC1CCN(CC1)C(=O)OC(C)(C)C